O1[C@@H]2[C@@H](N(CC1)C(=O)C1=NOC(=N1)C1=C(C(=C(C(=C1)F)F)O)F)CCC2 ((4aS,7aS)-Hexahydrocyclopenta[b][1,4]oxazin-4(4aH)-yl)(5-(2,4,5-trifluoro-3-hydroxyphenyl)-1,2,4-oxadiazol-3-yl)methanone